methyl 5-aminothiophene-2-carboxylate NC1=CC=C(S1)C(=O)OC